N-(dibenzothiophen-2-yl)-N-phenyl-amine C1=C(C=CC=2SC3=C(C21)C=CC=C3)NC3=CC=CC=C3